NC=1SC=2C(NCCC2N1)=O 2-Amino-6,7-dihydrothiazolo[5,4-c]pyridin-4(5H)-one